The molecule is an alpha-amino acid ester that is methyl alaninate in which a hydrogen at position 3 has been replaced by a 2-phenoxyquinolin-6-yl group. It is a member of quinolines, an alpha-amino acid ester, a methyl ester, an aromatic ether and a primary amino compound. COC(=O)C(CC1=CC2=C(C=C1)N=C(C=C2)OC3=CC=CC=C3)N